Cis-Chalcone C1(=CC=CC=C1)\C=C/C(=O)C1=CC=CC=C1